C(C)(C)(CC)N1[SiH](N([SiH2]1)C(C)(C)CC)Cl 1,3-bis(tert-amyl)-2-chlorocyclodisilazane